3-(4-{2-[1-(2-Ethoxy-ethyl)-3-methyl-1H-pyrazol-4-ylamino]-thiazol-4-yl}-3-fluoro-phenyl)-oxazolidin-2-one C(C)OCCN1N=C(C(=C1)NC=1SC=C(N1)C1=C(C=C(C=C1)N1C(OCC1)=O)F)C